ethyl-N,N-didecylaminoacetic acid C(C)C(C(=O)O)N(CCCCCCCCCC)CCCCCCCCCC